CC(CC(=O)N1C2CN(CC1CC2)C2=CC=C(C=N2)C=2C=1N(C=C(C2)C=2C=NN(C2)C)N=CC1C#N)(C)C 4-(6-(8-(3,3-dimethylbutyryl)-3,8-diazabicyclo[3.2.1]oct-3-yl)pyridin-3-yl)-6-(1-methyl-1H-pyrazol-4-yl)pyrazolo[1,5-a]pyridine-3-carbonitrile